C(#N)C=1C=C(C=C2CC(CC12)C=O)OCCNS(=O)(=O)C N-[2-[(7-cyano-2-formyl-2,3-dihydro-1H-inden-5-yl)oxy]ethyl]methanesulfonamide